BrC=1C=C(C=C2CCCN(C12)[C@H]1C[C@@H](N(C1)C(=O)OC(C)(C)C)C(=O)OC)Cl (2R,4S)-1-tert-butyl 2-methyl 4-(8-bromo-6-chloro-3,4-dihydroquinolin-1(2H)-yl)pyrrolidine-1,2-dicarboxylate